CC1CC(NC(C1)(C)C)(C)C 4-methyl-2,2,6,6-tetramethylpiperidine